3-{methyl-[(1-methyl-1H-pyrazol-5-yl)methyl]amino}propan-1-ol CN(CCCO)CC1=CC=NN1C